NC1=NC(=CC(=C1)B(O)O)C (2-amino-6-methylpyridin-4-yl)boronic acid